lithium bis(fluorosulfurous acid) S(O)(=O)F.S(O)(=O)F.[Li]